((2'-chloro-[2,4'-bipyrimidin]-4-yl)ethynyl)-1H-indazole-1-carboxylic acid tert-butyl ester C(C)(C)(C)OC(=O)N1N=C(C2=CC=CC=C12)C#CC1=NC(=NC=C1)C1=NC(=NC=C1)Cl